CC=1C(=NC(=C(N1)C)C)C(CC(=O)O)C(=O)O 3,5,6-trimethyl-pyrazine-2-succinic acid